N(=[N+]=[N-])CN1C(C=C(C=C1)Cl)=O 1-(azidomethyl)-4-chloropyridin-2(1H)-one